(S)-3-(5-(difluoromethyl)-1,3,4-thiadiazol-2-yl)-N-(3-methyloxetan-3-yl)-8-(3,3,5-trimethylpiperazin-1-yl)imidazo[1,5-a]pyridine-6-sulfonamide FC(C1=NN=C(S1)C1=NC=C2N1C=C(C=C2N2CC(N[C@H](C2)C)(C)C)S(=O)(=O)NC2(COC2)C)F